3-((2-amino-1H-benzo[d]imidazol-6-yl)ethynyl)-4-methyl-N-(4-(trifluoromethyl)pyridin-2-yl)benzamide zinc-lead-zinc [Zn].[Pb].[Zn].NC1=NC2=C(N1)C=C(C=C2)C#CC=2C=C(C(=O)NC1=NC=CC(=C1)C(F)(F)F)C=CC2C